1-methyl-4-[(2R,5S)-5-methyl-2-piperidyl]-3,6-dihydro-2H-pyridine CN1CCC(=CC1)[C@@H]1NC[C@H](CC1)C